8-(6-tert-butylpyridin-3-yl)-7-methyl-2H,3H,4H,6H-pyrimido[2,1-b][1,3]thiazin-6-one C(C)(C)(C)C1=CC=C(C=N1)C=1N=C2SCCCN2C(C1C)=O